Bis(2-hydroxy-3,5-dimethylphenyl)methane OC1=C(C=C(C=C1C)C)CC1=C(C(=CC(=C1)C)C)O